N-(4-((4-fluorobenzyl)amino)-3-(pyridin-2-yl)phenyl)acrylamide tert-butyl-(1R,5S,6s)-6-(piperazin-1-ylmethyl)-3-azabicyclo[3.1.0]hexane-3-carboxylate C(C)(C)(C)OC(=O)N1C[C@@H]2C([C@@H]2C1)CN1CCNCC1.FC1=CC=C(CNC2=C(C=C(C=C2)NC(C=C)=O)C2=NC=CC=C2)C=C1